ClC1=CC=C(C=N1)CN1N=C2N([C@H](C[C@H](C2)C(F)(F)F)C(=O)N2CC(CC2)(F)F)C1=O |r| (5RS,7RS)-2-[(6-Chloropyridin-3-yl)methyl]-5-[(3,3-difluoropyrrolidin-1-yl)carbonyl]-7-(trifluoromethyl)-5,6,7,8-tetrahydro[1,2,4]triazolo[4,3-a]pyridin-3(2H)-one